N1C=NC(=C1)C(=O)NCCOCCOCCNC(OCC(COCCCCCCCC\C=C/CCCCCCCC)OCCCCCCCC\C=C/CCCCCCCC)=O 2,3-bis[(Z)-octadec-9-enoxy]propyl N-[2-[2-[2-(1H-imidazole-4-carbonylamino)ethoxy]ethoxy]ethyl]carbamate